N-((S)-1,1-dicyclohexyl-3-((4-((R)-3,3-difluoro-1-((S)-2-oxo-4-(trifluoromethyl)imidazolidin-1-yl)propyl)-2-fluorophenyl)amino)-3-oxopropan-2-yl)-1-isopropyl-1H-pyrazole-5-carboxamide C1(CCCCC1)C([C@@H](C(=O)NC1=C(C=C(C=C1)[C@@H](CC(F)F)N1C(N[C@@H](C1)C(F)(F)F)=O)F)NC(=O)C1=CC=NN1C(C)C)C1CCCCC1